tert-butyl 3-(5-chloropyrazin-2-yl)-3,6-diazabicyclo[3.1.1]heptan-6-carboxylate ClC=1N=CC(=NC1)N1CC2N(C(C1)C2)C(=O)OC(C)(C)C